Tert-butyl N-(3-fluoro-4-piperidinyl)-N-methyl-carbamate FC1CNCCC1N(C(OC(C)(C)C)=O)C